FC1=C(C(=C(C(=C1C(=O)[O-])F)F)F)F.C1(=CC=CC=C1)P(C1=CC=CC=C1)(C1=CC=CC=C1)=[N+]=P(C1=CC=CC=C1)(C1=CC=CC=C1)C1=CC=CC=C1 bis(triphenylphosphoranylidene)ammonium pentafluorobenzoate